ClC=1C=C(CC=2SC=CN2)C=CC1Cl 2-(3,4-dichlorobenzyl)thiazole